C(C)C=1C(=NC=C(N1)CC)C 3,5-Diethyl-2-methylpyrazin